The molecule is the L-enantiomer of homoserine. It has a role as a human metabolite, an algal metabolite, a Saccharomyces cerevisiae metabolite and an Escherichia coli metabolite. It is an enantiomer of a D-homoserine. It is a tautomer of a L-homoserine zwitterion. C(CO)[C@@H](C(=O)O)N